ClC1=C(C=CC(=C1)C(F)(F)F)NC(CN1C=2N(C(C3=C1CCC31CCN(CC1)C(C1=NC=CC=C1O)=O)=O)N=C(C2F)C2=CC=CC=C2)=O N-(2-chloro-4-(trifluoromethyl)phenyl)-2-(3-fluoro-1'-(3-hydroxypicolinoyl)-8-oxo-2-phenyl-5,8-dihydrospiro[cyclopenta[d]pyrazolo[1,5-a]pyrimidine-7,4'-piperidin]-4(6H)-yl)acetamide